CC(=O)CCOP(C1=CC=C(C=C1C(=O)C)C(=O)C)=O 2,4,6-trimethylformyl-ethoxy-phenyl-phosphine oxide